6-bromo-2-(3,4-dimethoxyphenyl)-1,4-dimethyl-1H-benzo[d]imidazole BrC=1C=C(C2=C(N(C(=N2)C2=CC(=C(C=C2)OC)OC)C)C1)C